3-methyl-5-(trifluoromethyl)phenoL CC=1C=C(C=C(C1)C(F)(F)F)O